S1C2=C(C(=C1)C1C(=C(NC(=C1C#N)C)C)C#N)C=CC=C2 4-(Benzo[b]thiophen-3-yl)-2,6-dimethyl-1,4-dihydropyridin-3,5-dicarbonitril